(S)-N-(5-chloro-2-((1-((3-(dimethylamino)propyl)amino)-1-oxo-3-phenylpropan-2-yl)carbamoyl)phenyl)-2-naphthamide ClC=1C=CC(=C(C1)NC(=O)C1=CC2=CC=CC=C2C=C1)C(N[C@H](C(=O)NCCCN(C)C)CC1=CC=CC=C1)=O